2-chloro-1-(thiophen-2-yl)ethanone ClCC(=O)C=1SC=CC1